C(C1CO1)OC[Si](OCC)(OCC)C glycidyloxymethyl-methyldiethoxysilane